NCC1=NNC(C2=CC=C(C=C12)C1=CN=C2N1C=CC(=C2)OC)=O 4-(aminomethyl)-6-(7-methoxyimidazo[1,2-a]pyridin-3-yl)phthalazin-1(2H)-one